6-(2-chloro-3-methoxy-benzoyl)-2,7-dimethyl-5,7-dihydro-4H-pyrazolo[3,4-c]pyridine-3-carbonitrile ClC1=C(C(=O)N2C(C=3C(CC2)=C(N(N3)C)C#N)C)C=CC=C1OC